(1-methylnaphthalen-2-yl)boronic acid CC1=C(C=CC2=CC=CC=C12)B(O)O